2-(di-tert-butylphosphino)1,1'-binaphthyl C(C)(C)(C)P(C1=C(C2=CC=CC=C2C=C1)C1=CC=CC2=CC=CC=C12)C(C)(C)C